(E)-5-(3-cyclopropylacryloyl)-1,3-dimethyl-1,3-dihydro-2H-benzo[d]imidazol-2-one C1(CC1)/C=C/C(=O)C1=CC2=C(N(C(N2C)=O)C)C=C1